CC(COCC1OC(OC1)=O)(COCC1OC(OC1)=O)C 4,4'-[(2,2-dimethyl-1,3-propanediyl)bis(oxymethylene)]bis(1,3-dioxolan-2-one)